3-(tert-butyl)-N-(6-methyl-5-(1-methyl-7-(methylsulfanyl)-2-oxo-1,2-dihydropyrimido[4,5-d]pyrimidin-3(4H)-yl)pyridin-3-yl)benzamide C(C)(C)(C)C=1C=C(C(=O)NC=2C=NC(=C(C2)N2C(N(C3=NC(=NC=C3C2)SC)C)=O)C)C=CC1